OC=1C(=C(C=O)C=CC1O)C 3,4-dihydroxy-2-methylbenzaldehyde